NC1=C(C=NN1C1CC1)C#N 5-amino-1-cyclopropyl-1H-pyrazole-4-carbonitrile